1-(5-((methoxymethyl)thio)-2,4-dimethylphenyl)-3-(trifluoromethyl)-1H-1,2,4-triazole COCSC=1C(=CC(=C(C1)N1N=C(N=C1)C(F)(F)F)C)C